2-(adamantan-1-yl)-1,3-dioxane-5-carbaldehyde C12(CC3CC(CC(C1)C3)C2)C2OCC(CO2)C=O